C1(CCCCC1)C1=C(C=C(CCl)C=C1OC)OC 4-cyclohexyl-3,5-dimethoxybenzyl chloride